(1-(Tetrahydro-2H-pyran-2-yl)-1H-pyrazol-3-yl)methyl (1-((3-chloro-4-fluorophenyl) carbamoyl)-2-methyl-2,4,5,6-tetrahydrocyclopenta[c]pyrrol-4-yl)carbamate ClC=1C=C(C=CC1F)NC(=O)C=1N(C=C2C1CCC2NC(OCC2=NN(C=C2)C2OCCCC2)=O)C